2-((1-(4-phenoxyphenoxy)propan-2-yl)oxy)isonicotinic acid methyl ester COC(C1=CC(=NC=C1)OC(COC1=CC=C(C=C1)OC1=CC=CC=C1)C)=O